[cis-4-(8-Chloro-2-methyl-1H-imidazo[4,5-c]chinolin-1-yl)tetrahydro-2H-pyran-2-yl]acetonitril ClC1=CC=2C3=C(C=NC2C=C1)N=C(N3[C@@H]3C[C@@H](OCC3)CC#N)C